C1(CC1)C=1N=NN(C1)[C@H](C(=O)N1[C@@H](C[C@H](C1)O)C(=O)NC1(COC1)C1=C(C=CC=C1F)F)C(C)(C)C (2S,4R)-1-[(2S)-2-(4-cyclopropyltriazol-1-yl)-3,3-dimethyl-butanoyl]-N-[3-(2,6-difluorophenyl)oxetan-3-yl]-4-hydroxy-pyrrolidine-2-carboxamide